CC1=C(N2C(=O)C3=C(N(C2=N1)C)N(C=N3)[C@H]4[C@@H]([C@@H]([C@H](O4)COP(=O)(O)O)O)O)CC([C@@H](C(=O)OC)NC(=O)OC)O The molecule is a ribonucleotide that is the 5'-monophosphate derivative of beta-hydroxywybutosine. It is a ribonucleotide, a methyl ester and a carbamate ester. It derives from a guanosine 5'-monophosphate and a wybutosine 5'-monophosphate.